1,1,5,5-tetra-(5-tert-butyl-4-hydroxy-2-methylphenyl)pentane C(C)(C)(C)C=1C(=CC(=C(C1)C(CCCC(C1=C(C=C(C(=C1)C(C)(C)C)O)C)C1=C(C=C(C(=C1)C(C)(C)C)O)C)C1=C(C=C(C(=C1)C(C)(C)C)O)C)C)O